dimethyl 1,4-naphthalenedicarboxylate C1(=CC=C(C2=CC=CC=C12)C(=O)OC)C(=O)OC